COC(=O)C1=C(NC(=C(C1C=1C2=C(SC1)C=CC(=C2)F)C(C)=O)C)C2CC2 5-acetyl-2-cyclopropyl-4-(5-fluorobenzo[b]thiophen-3-yl)-6-methyl-1,4-dihydropyridine-3-carboxylic acid methyl ester